N1=NC(=CC=C1)C1(CC1)NCC(=O)N1CC2CCC(C1)N2C2=NC=C(C#N)C=C2 6-(3-((1-(pyridazin-3-yl)cyclopropyl)glycyl)-3,8-diazabicyclo[3.2.1]octan-8-yl)nicotinonitrile